N1(CCCCCC1)CC[C@H](CSC1=CC=CC=C1)NC(OC(C)(C)C)=O tert-butyl (R)-(4-(azepan-1-yl)-1-(phenylthio)butan-2-yl)carbamate